N1C(=CC=2C=NC=CC21)CNC(CN2C(=NC=C(C2=O)NCCCC2=CC=CC=C2)O[C@H]2[C@@H]1[C@H](OC2)[C@@H](CO1)OC)=O N-((1H-pyrrolo[3,2-c]pyridine-2-yl)methyl)-2-(2-(((3R,3aR,6R,6aR)-6-methoxyhexahydrofuro[3,2-b]furan-3-yl)oxy)-6-oxo-5-((3-phenylpropyl)amino)pyrimidin-1(6H)-yl)acetamide